FC1=CC(=C(C=C1N1C=NC=C1)O)C=1N=NC(=CN1)SC1CCNCC1 4-fluoro-5-(1H-imidazol-1-yl)-2-(6-(piperidin-4-ylthio)-1,2,4-triazin-3-yl)phenol